tertButyl (2-(2-(2-((2-(2,6-dioxopiperidin-3-yl)1,3-dioxoisoindolin-4-yl)amino)ethoxy) ethoxy)ethyl)carbamate O=C1NC(CCC1N1C(C2=CC=CC(=C2C1=O)NCCOCCOCCNC(OC(C)(C)C)=O)=O)=O